trans-4-Hydroxy-N-(4-(2-isopropylthiazol-5-yl)pyridin-2-yl)-N-((trans-4-(5-methoxy-6-methylpyridin-2-yl)cyclohexyl)methyl)cyclohexane-carboxamide O[C@@H]1CC[C@H](CC1)C(=O)N(C[C@@H]1CC[C@H](CC1)C1=NC(=C(C=C1)OC)C)C1=NC=CC(=C1)C1=CN=C(S1)C(C)C